N1C=C(C2=CC=CC=C12)CCNC1=NC(=NC2=C1OCCN2)C=2C(=NC=CC2)O 3-(4-((2-(1H-indol-3-yl)ethyl)amino)-7,8-dihydro-6H-pyrimido[5,4-b][1,4]oxazin-2-yl)pyridin-2-ol